(2R,3S,4R,5R)-5-{4-aminopyrrolo[2,1-f][1,2,4]triazin-7-yl}-5-cyano-4-hydroxy-2-{[(2-phenylacetyl)oxy]methyl}oxolan-3-yl (2S)-2-amino-3-methylbutanoate N[C@H](C(=O)O[C@@H]1[C@H](O[C@@]([C@@H]1O)(C#N)C1=CC=C2C(=NC=NN21)N)COC(CC2=CC=CC=C2)=O)C(C)C